5-{3-[4-(2-methyl-benzyloxy)phenylthio]furan-2-yl}imidazolidine-2,4-dione CC1=C(COC2=CC=C(C=C2)SC2=C(OC=C2)C2C(NC(N2)=O)=O)C=CC=C1